FC1COCC(C1C(=O)NC=1SC(=C(N1)C(=O)N[C@H]1CCC12CCCC2)C)F 2-[3,5-difluoro-N-(tetrahydropyran-4-carbonyl)amino]-5-methyl-N-[(3S)-spiro[3.4]octan-3-yl]-thiazole-4-carboxamide